ClC=1C=C(C=C(C1CC=1C(=C(C(=CC1)O)C1=C(C=CC(=C1)OC(F)F)F)F)Cl)CCC(=O)O 3-(3,5-dichloro-4-((5'-(difluoromethoxy)-2,2'-difluoro-6-hydroxy-[1,1'-biphenyl]-3-yl)methyl)phenyl)propanoic acid